2-[[5-ethylsulfonyl-6-[7-(trifluoromethylsulfanyl)imidazo[1,2-c]pyrimidin-2-yl]-3-pyridyl]oxy]-2-methylpropanenitrile C(C)S(=O)(=O)C=1C=C(C=NC1C=1N=C2N(C=NC(=C2)SC(F)(F)F)C1)OC(C#N)(C)C